OC1=C(C(=O)O)C=C(C=C1)NCCC1=C(C=CC=C1)[N+](=O)[O-] 2-hydroxy-5-[2-(2-nitro-phenyl)-ethylamino]-benzoic acid